N-methyl-N-[2-[5-[2-[4-(trifluoromethyl)anilino]-3-pyridinyl]-1,3,4-oxadiazol-2-yl]ethyl]carbamic acid tert-butyl ester C(C)(C)(C)OC(N(CCC=1OC(=NN1)C=1C(=NC=CC1)NC1=CC=C(C=C1)C(F)(F)F)C)=O